C(C)N(C(C1=C(C=CC(=C1)F)OC1=C(N=CN=N1)N1CC2(CN(C2)C(C(C)C)CC(CN(C)C(C)C)O)CC1)=O)C(C)C N-ethyl-5-fluoro-2-((5-(2-(5-hydroxy-6-(isopropyl-(methyl)amino)-2-methylhex-3-yl)-2,6-diazaspiro[3.4]oct-6-yl)-1,2,4-triazin-6-yl)oxy)-N-isopropylbenzamide